4-[4-(2-aminoethyl)phenyl]-3-[[4-(triazol-1-yl)imidazol-1-yl]methyl]benzonitrile NCCC1=CC=C(C=C1)C1=C(C=C(C#N)C=C1)CN1C=NC(=C1)N1N=NC=C1